CC1(OC2=C(C1)C=C(C=C2)B2OC(C(O2)(C)C)(C)C)CO (2-methyl-5-(4,4,5,5-tetramethyl-1,3,2-dioxaborolan-2-yl)-2,3-dihydrobenzofuran-2-yl)methanol